hexadecyl (iodomethyl) carbonate C(OCCCCCCCCCCCCCCCC)(OCI)=O